hydroxymethyl-7-nitroindoline-5-sulfonamide OCN1CCC2=CC(=CC(=C12)[N+](=O)[O-])S(=O)(=O)N